[Ni].C(C)OP(O)(=O)CC1=CC(=C(C(=C1)C(C)(C)C)O)C(C)(C)C 3,5-di-tert-butyl-4-hydroxybenzylphosphonic acid monoethyl ester nickel